Ethyl (R)-6-(1-(((R)-tert-butylsulfinyl)amino)ethyl)-4-(difluoromethyl)-1H-indole-1-carboxylate C(C)(C)(C)[S@@](=O)N[C@H](C)C1=CC(=C2C=CN(C2=C1)C(=O)OCC)C(F)F